2,2'-((((2-(3-(2-((2-aminoethyl)amino)ethyl)-2-oxoimidazolidin-1-yl)ethyl)azanediyl)bis(ethane-2,1-diyl))bis(azanediyl))diacetonitrile NCCNCCN1C(N(CC1)CCN(CCNCC#N)CCNCC#N)=O